C1(CC1)C1=C(C=C(C(=C1)CN1CCC2(CN(C(N2)=O)C2=CC=C(C=C2)S(=O)(=O)NCCOCCO)CC1)OCC)C1=CC=C(C=C1)F 4-(8-((2-cyclopropyl-5-ethoxy-4'-fluoro-[1,1'-biphenyl]-4-yl)methyl)-2-oxo-1,3,8-triazaspiro[4.5]decan-3-yl)-N-(2-(2-hydroxyethoxy)ethyl)benzenesulfonamide